FC(CC[C@@H](C(C(=O)NC)=O)NC(=O)C=1C(=NC=C(C1)F)NC(=O)C12CC(C1)(C2)F)(C)F N-[(1S)-4,4-difluoro-1-[2-(methylamino)-2-oxo-acetyl]pentyl]-5-fluoro-2-[(3-fluorobicyclo[1.1.1]pentane-1-carbonyl)amino]pyridine-3-carboxamide